(9S)-9-ethyl-5-fluoro-9-hydroxy-1-(2-hydroxyethyl)-4-methyl-1,2,3,9,12,15-hexahydro-10H,13H-benzo[de]pyrano[3',4':6,7]indolizino[1,2-b]quinoline-10,13-dione C(C)[C@]1(C(OCC=2C(N3CC=4C(=NC=5C=C(C(=C6C5C4C(CC6)CCO)C)F)C3=CC21)=O)=O)O